1-[(1R)-2-[tert-butyl(dimethyl)silyl]oxy-1-phenyl-ethyl]-3-(3-hydroxyphenyl)urea [Si](C)(C)(C(C)(C)C)OC[C@@H](C1=CC=CC=C1)NC(=O)NC1=CC(=CC=C1)O